C(C)OC(=O)[C@@H]1C(=C([C@H]1C1=CC=C(C=C1)C(F)(F)F)C1=CC=CC=C1)C1SCCCS1 Trans-2-(1,3-dithian-2-yl)-3-phenyl-4-(4-(trifluoromethyl)phenyl)cyclobut-2-ene-1-carboxylic acid ethyl ester